ClC=1C=CC=C2C=C(NC12)C(=O)N[C@@H]1COC[C@@H]1C 7-chloro-N-[(3S,4R)-4-methyloxolan-3-yl]-1H-indole-2-carboxamide